diphosphinic amide [PH2](N)=O.[PH2](N)=O